FC1(CN2C=3C(=C(SC3C(N[C@H](C2)CC(C)(C)O)=O)C=2C=NNC2)C1)F (S)-4,4-difluoro-7-(2-hydroxy-2-methylpropyl)-2-(1H-pyrazol-4-yl)-4,5,7,8-tetrahydro-3H-1-thia-5a,8-diazabenzo[cd]azulen-9(6H)-one